tetramethylenebismelamine N1=C(NCCCCNC2=NC(=NC(=N2)N)N)N=C(N)N=C1N